ClC1=CC=C(C=C1)N1C(=C(C=C1C)C(CN1CC(CC1)N(C)C)=O)C 1-(1-(4-Chlorophenyl)-2,5-dimethyl-1H-pyrrol-3-yl)-2-(3-(dimethylamino)pyrrolidin-1-yl)ethanone